(S)-5-nitro-6-((oxetan-2-ylmethyl)amino)nicotinonitrile [N+](=O)([O-])C=1C(=NC=C(C#N)C1)NC[C@H]1OCC1